ClC=1C(=NC(=NC1)NC1=CC(=C(C=C1)N1C[C@@H](CC1)N(C)C)N)C1=CN(C2=C(C=CC=C12)C)C (R)-N1-(5-chloro-4-(1,7-dimethyl-1H-indol-3-yl)pyrimidin-2-yl)-4-(3-(dimethylamino)pyrrolidin-1-yl)benzene-1,3-diamine